ClC1=CC=C(C=C1)C1(CNCC1)NS(=O)(=O)C1=CC=C(C=C1)OC1=CC=C(C=C1)C(F)(F)F N-(3-(4-chlorophenyl)pyrrolidin-3-yl)-4-(4-(trifluoromethyl)phenoxy)benzenesulfonamide